ClC1=C(N2CCCC2=C1C(=O)NC=1C=NC(=C(C1)C)F)C(C(N[C@H](C(F)(F)F)C)=O)=O (S)-6-chloro-N-(6-fluoro-5-methylpyridin-3-yl)-5-(2-oxo-2-((1,1,1-trifluoropropan-2-yl)amino)acetyl)-2,3-dihydro-1H-pyrrolizine-7-carboxamide